5-[({4-[5-chloro-2-(1H-tetrazol-1-yl)phenyl]-5-methoxy-2-oxopyridin-1(2H)-yl}acetyl)amino]-N-methylpyridine-2-carboxamide ClC=1C=CC(=C(C1)C1=CC(N(C=C1OC)CC(=O)NC=1C=CC(=NC1)C(=O)NC)=O)N1N=NN=C1